ClC=1C=CC(=NC1C(C)O)C1=CC(=C(C(=O)NC=2C(=NNC2C(F)(F)F)C)C=C1F)O[C@H](C(F)(F)F)C 4-(5-Chloro-6-(1-hydroxyethyl)pyridin-2-yl)-5-fluoro-N-(3-methyl-5-(trifluoromethyl)-1H-pyrazol-4-yl)-2-(((S)-1,1,1-trifluoropropan-2-yl)oxy)benzamide